2-Chloro-6-(4-((trifluoromethyl)thio)phenoxy)isonicotinic acid ClC=1C=C(C(=O)O)C=C(N1)OC1=CC=C(C=C1)SC(F)(F)F